2-(4-((3-(2,6-bis(benzyloxy)pyridin-3-yl)-1-methyl-1H-indazol-6-yl)amino)-3-methyl methylphenyl)acetate C(C1=CC=CC=C1)OC1=NC(=CC=C1C1=NN(C2=CC(=CC=C12)NC1=C(C(=C(C=C1)CC(=O)[O-])C)C)C)OCC1=CC=CC=C1